FC1(CC(C1)COC1=C(C=CC(=C1F)F)[C@H]1[C@@H](O[C@]([C@H]1C)(C(F)(F)F)C)C(=O)NC1=CC(=NC=C1)C(=O)N)F 4-[[(2R,3S,4S,5R)-3-[2-[(3,3-Difluorocyclobutyl)methoxy]-3,4-difluoro-phenyl]-4,5-dimethyl-5-(trifluoromethyl)tetrahydrofuran-2-carbonyl]amino]pyridin-2-carboxamid